(E)-N-(5-(4-(but-2-enyl)piperazine-1-carbonyl)-2-(4-isopropylpiperazin-1-yl)phenyl)naphthalene-2-sulfonamide C(\C=C\C)N1CCN(CC1)C(=O)C=1C=CC(=C(C1)NS(=O)(=O)C1=CC2=CC=CC=C2C=C1)N1CCN(CC1)C(C)C